1-(tert-butoxycarbonyl)-3,4,7,8-tetrahydro-2H-azocine-3-carboxylic acid C(C)(C)(C)OC(=O)N1CC(CC=CCC1)C(=O)O